C(C)(C)(C)OC(=O)NCC1=CC=C(C=C1)NC(=O)C1=CC2=C(OCCC3=C2SC=C3)C=C1C=1C(=NC(=CC1)N1CCOCC1)C(=O)OC methyl 3-(9-((4-(((tert-butoxycarbonyl)amino)methyl)phenyl)carbamoyl)-4,5-dihydrobenzo[b]thieno[2,3-d]oxepin-8-yl)-6-morpholinopicolinate